(S)-2-(5-(3-cyano-2-fluorophenyl)isoindoline-2-carbonyl)pyrrolidine-1-carbonitrile C(#N)C=1C(=C(C=CC1)C=1C=C2CN(CC2=CC1)C(=O)[C@H]1N(CCC1)C#N)F